1-((2,3-dihydrobenzofuran-5-yl)sulfonyl)-N-(benzo[d]thiazol-5-yl)-4-methylpiperidine-4-carboxamide O1CCC2=C1C=CC(=C2)S(=O)(=O)N2CCC(CC2)(C(=O)NC=2C=CC1=C(N=CS1)C2)C